CN1N=NC(=C1NC(OCC1=C(C=CC(=C1)F)Cl)=O)C1=NC(=C(C=C1)NS(=O)(=O)C)C 2-chloro-5-fluoro-benzyl (1-methyl-4-(6-methyl-5-(methyl-sulfonamido)pyridin-2-yl)-1H-1,2,3-triazol-5-yl)carbamate